phenyl-1H-1,2,3-triazole-4-carbonitrile C1(=CC=CC=C1)N1N=NC(=C1)C#N